tert-butyl (2R,5S)-2,5-dimethyl-4-(7'-(phenylsulfonyl)-6',7'-dihydrospiro[cyclobutane-1,5'-pyrrolo[2,3-d]pyrimidin]-4'-yl)piperazine-1-carboxylate C[C@H]1N(C[C@@H](N(C1)C=1C2=C(N=CN1)N(CC21CCC1)S(=O)(=O)C1=CC=CC=C1)C)C(=O)OC(C)(C)C